COC1=CC=C(C[C@@H]2CC[C@@H](N2C(=O)OC(C)(C)C)C(=O)OC)C=C1 1-(tert-Butyl) 2-methyl (2R,5S)-5-(4-methoxybenzyl)pyrrolidine-1,2-dicarboxylate